CC(C(SCCCCCCC(NC=1SC=CN1)=O)=O)C S-(7-oxo-7-(thiazol-2-ylamino)heptyl) 2-methylpropanethioate